CC=1OC(=C(N1)C)C(=O)O 2,4-dimethyloxazole-5-formic acid